C(CC=C)OC1=C(CN(C2=NC(=NC=3N2N=CC3C(C)C)S(=O)(=O)C)CC3=CC=C(C=C3)OC)C=CC(=C1)S(=O)(=O)C N-(2-(but-3-en-1-yloxy)-4-(methylsulfonyl)benzyl)-8-isopropyl-N-(4-methoxybenzyl)-2-(methylsulfonyl)pyrazolo[1,5-a][1,3,5]triazin-4-amine